ClC1=CC=C(C=C1)NC1C2=C(C=3N(CC1)N=NC3C)C=CC(=C2)C=2N=NN(C2)C N-(4-chlorophenyl)-1-methyl-9-(1-methyl-1H-1,2,3-triazol-4-yl)-6,7-dihydro-5H-benzo[c][1,2,3]triazolo[1,5-a]azepin-7-amine